4-(1-(4-methylpiperazin-1-yl)ethyl)-3-(trifluoromethyl)aniline CN1CCN(CC1)C(C)C1=C(C=C(N)C=C1)C(F)(F)F